C(C)(C)(C)OC(=O)N1CC(CCC1)C(=O)NNC(C1=CC=CC=C1)=O 3-(2-Benzoylhydrazine-1-carbonyl)piperidine-1-carboxylic acid tert-butyl ester